C1(CCC1)CN1N=C(C=C1)S(=O)(=O)N 1-(cyclobutylmethyl)-1H-pyrazole-3-sulfonamide